C(C)[Sn]C Ethyl-methyl-tin